S1C(=NC2=C1C=CC=C2)NC(=O)C=2C=CC=C1CCN(CC21)C2=CC=C(C(=N2)C(=O)OC(C)(C)C)C=2C(=C(OCCN1CCN(CC1)CC(=O)O)C=CC2)C 2-(4-(2-(3-(6-(8-(benzo[d]thiazol-2-ylcarbamoyl)-3,4-dihydroisoquinolin-2(1H)-yl)-2-(tert-butoxycarbonyl)pyridin-3-yl)-2-methylphenoxy)ethyl)piperazin-1-yl)acetic acid